ClC=1C=C2C(=NC1OC)C(=C(N2C)C=2NC(=NN2)[C@H](C#N)C)N2C=NC=C2 (S)-2-(5-(6-chloro-3-(1H-imidazol-1-yl)-5-methoxy-1-methyl-1H-pyrrolo[3,2-b]-pyridin-2-yl)-4H-1,2,4-triazol-3-yl)propanenitrile